1-(isoxazol-3-ylmethyl)-4-(1-methylcyclobutyl)-1,4-dihydropyrazine-2,3-dione O1N=C(C=C1)CN1C(C(N(C=C1)C1(CCC1)C)=O)=O